C(C(=O)OCC1CC2C(CC1)O2)(=O)OCC2CC1C(CC2)O1 bis(3,4-epoxycyclohexylmethyl) ethanedioate